C(CCCCCCC)NC(=O)C=1OC(=CC1)C(=O)NCCCCCCCC N2,N5-dioctylfuran-2,5-dicarboxamide